(5'S,7a'R)-5'-phenyl-1-[4-(thiophen-3-yl)pyridin-2-yl]tetrahydro-3'H-spiro[piperidine-4,2'-pyrrolo[2,1-b][1,3]oxazol]-3'-one C1(=CC=CC=C1)[C@@H]1CC[C@H]2OC3(C(N21)=O)CCN(CC3)C3=NC=CC(=C3)C3=CSC=C3